C(#N)C1=C(C=C(C(=C1)C(C)C)F)CC(=O)OCC ethyl 2-(2-cyano-5-fluoro-4-isopropylphenyl)acetate